C[C@@H]1N(C[C@@H](C1)OC1=NC=CC2=CC=C(C=C12)C)CC1=CN=C(S1)NC(C)=O N-(5-(((2S,4R)-2-methyl-4-((7-methylisoquinolin-1-yl)oxy)pyrrolidin-1-yl)methyl)thiazol-2-yl)acetamide